CS(=O)(=O)O[C@@H]1CN(C[C@@H]1OS(=O)(=O)C)C(=O)OC(C)(C)C Tert-butyl (3R,4S)-3,4-bis((methylsulfonyl)oxy)pyrrolidine-1-carboxylate